(R)-2-chloro-N-(5-chloro-6-(pyrrolidin-1-yl)pyridin-3-yl)-8,8-dimethyl-7,8-dihydro-6H-cyclopenta[e]pyrazolo[1,5-a]pyrimidine-6-carboxamide ClC1=NN2C(N=CC3=C2C(C[C@H]3C(=O)NC=3C=NC(=C(C3)Cl)N3CCCC3)(C)C)=C1